N6-cyclohexyl-N4-{(1R)-1-[3-(difluoromethyl)-2-fluorophenyl]ethyl}-N6,2-dimethylpyrido[3,4-d]pyrimidine-4,6-diamine C1(CCCCC1)N(C1=CC2=C(N=C(N=C2N[C@H](C)C2=C(C(=CC=C2)C(F)F)F)C)C=N1)C